C(C1=CC=CC=C1)OC(=O)N[C@@H](CCC(=O)O)C(=O)N[C@H](C(=O)NCC1=C(C=CC(=C1)OCCC1CNCC1)C)CCC1=CC=CC=C1 (4S)-4-(((benzyloxy)carbonyl)amino)-5-(((2S)-1-((2-methyl-5-(2-(pyrrolidin-3-yl)ethoxy)benzyl)amino)-1-oxo-4-phenylbutan-2-yl)amino)-5-oxopentanoic acid